3-((7-(4-(Difluoromethyl)piperidine-1-carbonyl)-10-hydroxy-7-azaspiro[4.5]decan-10-yl)methyl)-6-phenylpyrimidin-4(3H)-one FC(C1CCN(CC1)C(=O)N1CC2(CCCC2)C(CC1)(O)CN1C=NC(=CC1=O)C1=CC=CC=C1)F